tert-butyl (3-(2-bromo-6-(trifluoromethyl)benzyl)oxetan-3-yl)carbamate BrC1=C(CC2(COC2)NC(OC(C)(C)C)=O)C(=CC=C1)C(F)(F)F